CC(C)C(C(CCCCC)O)(C)C 2,3,3-Trimethylnonan-4-ol